ethyl 2-(2-((5-(3-(aminomethyl)phenyl)-7-methoxybenzofuran-3-yl)methoxy)-4-(trifluoromethyl)phenyl)acetate NCC=1C=C(C=CC1)C=1C=C(C2=C(C(=CO2)COC2=C(C=CC(=C2)C(F)(F)F)CC(=O)OCC)C1)OC